tert-butyl (4R)-4-(1-hydroxy-1-methyl-ethyl)-2,2-dimethyl-oxazolidine-3-carboxylate OC(C)(C)[C@@H]1N(C(OC1)(C)C)C(=O)OC(C)(C)C